C[C@@H]1CC2=C(NN=C2C(=O)N2CC=3C(CCC2)=NNC3)[C@@H](O1)C [(5R,7S)-1,4,5,7-Tetrahydro-5,7-dimethylpyrano[3,4-c]pyrazol-3-yl](2,6,7,8-tetrahydropyrazolo[4,3-c]azepin-5(4H)-yl)methanone